O=C1NC(CCC1NC1=CC(=C(C(=C1)F)N1CCN(CC1)CCCCCCC(=O)O)F)=O 7-[4-[4-[(2,6-dioxo-3-piperidyl)amino]-2,6-difluoro-phenyl]piperazin-1-yl]heptanoic acid